benzyl benzenoate C1(=CC=CC=C1)C(=O)OCC1=CC=CC=C1